ClC1=CC(=C(C=C1C=C)NC(OC(C)(C)C)=O)C(C(F)(F)F)(C#CC1CC1)O tert-butyl (4-chloro-2-(4-cyclopropyl-1,1,1-trifluoro-2-hydroxybut-3-yn-2-yl)-5-vinylphenyl)carbamate